(S)-4,4'-(((cyclopropane-1,1-diylbis-(methylene))bis(oxy))bis(4-fluoro-6-methoxybenzo[b]thiophene-5,2-diyl))bis(2-methyl-4-oxobutanoic acid) C1(CC1)(COC1=C(C2=C(SC(=C2)C(CC(C(=O)O)C)=O)C=C1OC)F)COC1=C(C2=C(SC(=C2)C(C[C@@H](C(=O)O)C)=O)C=C1OC)F